FC(C1=C(C=C2CCCN(C2=C1)C1=NN(C2=C1CN(CC2)C(C)=O)C2CCN(CC2)CC2C(CNCC2C)C)C2=CN=CO2)F 1-[3-[7-(difluoromethyl)-6-oxazol-5-yl-3,4-dihydro-2H-quinolin-1-yl]-1-[1-[(3,5-dimethyl-4-piperidyl)methyl]-4-piperidyl]-6,7-dihydro-4H-pyrazolo[4,3-c]pyridin-5-yl]ethanone